3-chloro-N-(1-o-tolylpyrrolidin-3-yl)-5-(trifluoromethyl)pyridin-2-amine ClC=1C(=NC=C(C1)C(F)(F)F)NC1CN(CC1)C1=C(C=CC=C1)C